O=C1NC(CCC1N1C(N(C2=C1C=CC(=C2)N2CCN(CC2)CCCCNC(OC(C)(C)C)=O)C)=O)=O Tert-butyl N-[4-[4-[1-(2,6-dioxo-3-piperidyl)-3-methyl-2-oxo-benzimidazol-5-yl]piperazin-1-yl]butyl]carbamate